8'-{5-[(dimethylsulfamoyl)amino]-6-(4-methylpiperazin-1-yl)pyridin-3-yl}-3'-methyl-2',3'-dihydrospiro[cyclobutane-1,1'-pyrrolo[2,3-c]quinolin]-2'-one CN(S(=O)(=O)NC=1C=C(C=NC1N1CCN(CC1)C)C1=CC=2C3=C(C=NC2C=C1)N(C(C31CCC1)=O)C)C